NC1=CC(=CN=N1)C1=CC(=C2C=NN(C2=C1)C1OCCCC1)NCCCNC(CCN(C(OC(C)(C)C)=O)CC1=CC(=C(C=C1)OC(F)(F)F)Cl)=O tert-butyl (3-((3-((6-(6-aminopyridazin-4-yl)-1-(tetrahydro-2H-pyran-2-yl)-1H-indazol-4-yl) amino)propyl)amino)-3-oxopropyl)(3-chloro-4-(trifluoromethoxy)benzyl)carbamate